[F-].[F-].[F-].[F-].C(CCC)[N+](CCCC)(CCCC)CCCC.[B+3] boron tetrabutylammonium tetrafluoride